2-(1H-indol-3-yl)ethane-1-sulfonic acid N1C=C(C2=CC=CC=C12)CCS(=O)(=O)O